C(C)(C)(C)OC(=O)N1CCC(CC1)C1=C(C(=CC=C1)C(CC(C)(O)C1=C(C=C(C=C1)Cl)OC([2H])([2H])[2H])=O)O tert-butyl-4-(3-(3-(4-Chloro-2-(methoxy-d3)phenyl)-3-hydroxybutyryl)-2-hydroxyphenyl)piperidine-1-carboxylate